(6-(bromomethyl)pyridin-2-yl)carbamic acid Tert-butyl ester C(C)(C)(C)OC(NC1=NC(=CC=C1)CBr)=O